NCC(=O)[O-].C(CCCCCCCC(=O)O)(=O)O.[K+].C[Si](CC#C)(C)C Trimethyl-(propargyl)silane potassium azelate glycinate